(R)-2-methyl-2-(3-methyl-6-(3-methylmorpholino)-1-(1H-pyrazol-3-yl)-1H-pyrrolo[2,3-b]pyridin-4-yl)propanenitrile CC(C#N)(C)C1=C2C(=NC(=C1)N1[C@@H](COCC1)C)N(C=C2C)C2=NNC=C2